N=1N=CN2C1C=CC(=C2)C2=CNC=1N=C(N=CC12)NC1CCC(CC1)OCCO 2-(((1s,4s)-4-((5-([1,2,4]triazolo[4,3-a]pyridin-6-yl)-7H-pyrrolo[2,3-d]pyrimidin-2-yl)amino)cyclohexyl)oxy)ethan-1-ol